1-[2-methyl-4-(4-{[3-(trifluoromethyl)phenyl]methyl}pyridin-2-yl)benzoyl]piperazine hydrochloride Cl.CC1=C(C(=O)N2CCNCC2)C=CC(=C1)C1=NC=CC(=C1)CC1=CC(=CC=C1)C(F)(F)F